C(C)N1CC1 N-ethyl-aziridine